N1,N1'-(1,3-phenylenebis(methylene))bis(N3-(3-(hexylamino)propyl)propane-1,3-diamine), hydrochloride salt Cl.C1(=CC(=CC=C1)CNCCCNCCCNCCCCCC)CNCCCNCCCNCCCCCC